ethyleneglycol dilaurate C(CCCCCCCCCCC)(=O)OCCOC(CCCCCCCCCCC)=O